5-bromo-4-methoxy-2-(trifluoromethyl)pyridine BrC=1C(=CC(=NC1)C(F)(F)F)OC